S1NC(CC2=C1C=CC2)=O 4,5-benzoisothiazolin-3-one